FC(C=1C=C(C=C(C1)C(F)(F)F)[C@@H]1[C@@H](N(C(O1)=O)C(=O)NCC=1C(=NC=C(C1)C)F)C)(F)F (4S,5R)-5-[3,5-bis(trifluoromethyl)phenyl]-N-[(2-fluoro-5-methylpyridin-3-yl)methyl]-4-methyl-2-oxo-1,3-oxazolidine-3-carboxamide